NN1C(=CC(=C1)Br)C#N 1-amino-4-bromo-2-cyanopyrrole